COC1=NN(C=C1NC1=NC=C(C(=N1)NCCCN1C(OCCC1)=O)C(F)(F)F)C1CCN(CC1)C 3-(3-((2-((3-Methoxy-1-(1-methylpiperidin-4-yl)-1H-pyrazol-4-yl)amino)-5-(trifluoromethyl)pyrimidin-4-yl)amino)propyl)-1,3-oxazinan-2-on